FC(C1=NN=C(O1)C1=CC(=C(CN2C(N(C3=C2C=C(C=C3)F)C3CCN(CC3)C3CCOCC3)=O)C=C1)F)F 3-(4-(5-(difluoromethyl)-1,3,4-oxadiazole-2-yl)-2-fluorobenzyl)-5-fluoro-1-(1-(tetrahydro-2H-pyran-4-yl)piperidine-4-yl)-1,3-dihydro-2H-benzo[d]imidazole-2-one